CS(=O)(=O)OC1CCN(CC1)C1=CC=C(C(=O)OCC)C=C1 ethyl 4-(4-methylsulfonyloxy-1-piperidyl)benzoate